FC(C1COCCC1C1=NC=CC(=C1N)C1=C(C=CC(=C1)F)F)F 2-(3-(difluoromethyl)tetrahydro-2H-pyran-4-yl)-4-(2,5-difluorophenyl)pyridin-3-amine